C(#C)C1CN(CCC1)C=1C2=C(N=C(N1)SC)C(=C(OC2=O)C2=CC(=CC1=CC=CC(=C21)F)OCOC)C 4-(3-ethynylpiperidin-1-yl)-7-[8-fluoro-3-(methoxymethoxy)naphthalen-1-yl]-8-methyl-2-(methylsulfanyl)pyrano[4,3-d]pyrimidin-5-one